tert-butyl 4-(6-bromo-8-methyl-4-oxo-3,4-dihydro-quinazolin-2-yl)-4-fluoropiperidine-1-carboxylate BrC=1C=C2C(NC(=NC2=C(C1)C)C1(CCN(CC1)C(=O)OC(C)(C)C)F)=O